O(C1=CC=CC=C1)C1=CC=CC2=CC=CC=C12 phenoxyl-naphthalene